C(C)C1=NC(=C(C2=CC=CC=C12)C(F)(F)F)N 1-ethyl-4-(trifluoromethyl)isoquinolin-3-amine